malic acid monostearate C(CCCCCCCCCCCCCCCCC)(=O)O.C(C(O)CC(=O)O)(=O)O